2-[(4S,5S)-4,5-diphenyl-4,5-dihydro-1H-imidazol-2-yl]-6-[(4R,5R)-4,5-diphenyl-4,5-dihydro-1H-imidazol-2-yl]pyridine C1(=CC=CC=C1)[C@@H]1N=C(N[C@H]1C1=CC=CC=C1)C1=NC(=CC=C1)C=1N[C@@H]([C@H](N1)C1=CC=CC=C1)C1=CC=CC=C1